2-((E)-2-(((E)-4-methylbenzylidene)hydrazineylidene)-5-oxoimidazolidine-4-yl)acetyl chloride CC1=CC=C(\C=N\N=C/2\NC(C(N2)CC(=O)Cl)=O)C=C1